4,4',4''-(ethane-1,1,1-triyl)tris(2-iodophenol) C(C)(C1=CC(=C(C=C1)O)I)(C1=CC(=C(C=C1)O)I)C1=CC(=C(C=C1)O)I